(3S)-1-[3-[2-(8-chloro-4-oxo-chromen-2-yl)-5-(trifluoromethyl)phenoxy]propyl]-N-methylsulfonyl-pyrrolidine-3-carboxamide ClC=1C=CC=C2C(C=C(OC12)C1=C(OCCCN2C[C@H](CC2)C(=O)NS(=O)(=O)C)C=C(C=C1)C(F)(F)F)=O